C(C=CC(=O)[O-])(=O)[O-] butene-1,4-dioate